C(C)(=O)N[C@@H](CCCCN)C(=O)O N-(e)-acetyl-lysine